2-(Methylsulfinyl)-1-(2-(5-(p-tolyl)-1H-imidazol-2-yl)piperidin-1-yl)propan-1-one 3-methylgluconate C[C@]([C@H](C(=O)O)O)(O)[C@H](O)[C@H](O)CO.CS(=O)C(C(=O)N1C(CCCC1)C=1NC(=CN1)C1=CC=C(C=C1)C)C